(R)-3-isopropyl-5-(4-(1-((5-(pyridin-4-yl)thiazolo[5,4-b]pyridin-2-yl)oxy)ethyl)piperidin-1-yl)-1,2,4-oxadiazole C(C)(C)C1=NOC(=N1)N1CCC(CC1)[C@@H](C)OC=1SC2=NC(=CC=C2N1)C1=CC=NC=C1